4-[3-ethoxy-1-(4-fluorophenyl)-3-oxo-propyl]piperidine-1-carboxylic acid tert-butyl ester C(C)(C)(C)OC(=O)N1CCC(CC1)C(CC(=O)OCC)C1=CC=C(C=C1)F